nona-6,8-diynoate C(CCCCC#CC#C)(=O)[O-]